Methyl 2-{4-[4-cyano-2-(4-methyl-1,2,4-triazol-3-yl)phenyl]-6-cyclopropylpyridin-2-yl}-7-fluoro-1,3-benzoxazole-5-carboxylate C(#N)C1=CC(=C(C=C1)C1=CC(=NC(=C1)C1CC1)C=1OC2=C(N1)C=C(C=C2F)C(=O)OC)C2=NN=CN2C